FC1C(CCCC1)P(OC1=C(C=CC=C1)C)([O-])=O methylphenyl (2-fluorocyclohexyl)phosphonate